C1(CCC1)[C@H](C)NCC1=C2C(=NC(=C1)C(=O)OC)C(CC2)(F)F methyl (S)-4-(((1-cyclobutylethyl) amino) methyl)-7,7-difluoro-6,7-dihydro-5H-cyclopenta[b]pyridine-2-carboxylate